(2R)-N-(5-Fluoropyridin-2-yl)-2-[1-(5-methyl-1,2,4-oxadiazol-3-carbonyl)-1,2,3,4-tetrahydrochinolin-6-yl]propanamid FC=1C=CC(=NC1)NC([C@H](C)C=1C=C2CCCN(C2=CC1)C(=O)C1=NOC(=N1)C)=O